2-([2-(DIMETHYLAMINO)ETHYL]AMINO)ACETIC ACID CN(CCNCC(=O)O)C